C1(CC1)NC(C(C)S(=O)(=O)O)C 3-cyclopropylaminobutane-2-sulfonic acid